4-(2-(3-(methoxycarbonyl)-1H-pyrazol-1-yl)ethyl)piperidine-1-carboxylic acid tert-butyl ester C(C)(C)(C)OC(=O)N1CCC(CC1)CCN1N=C(C=C1)C(=O)OC